CCCCCCCCCCCCCCCCC(=O)OC[C@H](COP(=O)(O)OC[C@@H](C(=O)O)N)OC(=O)CCCCCCCCCCC/C=C\C/C=C\CCCCC 1-heptadecanoyl-2-(13Z,16Z-docosadienoyl)-glycero-3-phosphoserine